2-(tert-butyl)-4-(2-(1-(4-chlorobenzoyl)-5-methoxy-3-methyl-1H-indol-2-yl)ethyl)-5-oxooxazolidine-3-carboxylate C(C)(C)(C)C1OC(C(N1C(=O)[O-])CCC=1N(C2=CC=C(C=C2C1C)OC)C(C1=CC=C(C=C1)Cl)=O)=O